C(C1=CC=CC=C1)OC(=O)N1CCN(CC1)C(=O)N1N=C2C(CN(CCC2)C(=O)OC(C)(C)C)=C1 tert-butyl 2-(4-benzyloxycarbonylpiperazine-1-carbonyl)-4,6,7,8-tetrahydropyrazolo[4,3-c]azepine-5-carboxylate